Ethyl (S)-3-(3-(4-Hydroxy-1-methyl-2-oxo-1,2-dihydropyridin-3-yl)ureido)-3-(2',6,6'-trimethylbiphenyl-3-yl)propanoat OC1=C(C(N(C=C1)C)=O)NC(N[C@@H](CC(=O)OCC)C=1C=C(C(=CC1)C)C1=C(C=CC=C1C)C)=O